Cl.NC1=CC(=NC=C1C1CC1)NC(C)=O N-(4-amino-5-cyclopropylpyridin-2-yl)acetamide hydrochloride